(E)-3-(5-bromo-6-methoxy-pyridin-3-yl)-acryloylazide BrC=1C=C(C=NC1OC)/C=C/C(=O)N=[N+]=[N-]